C(C)OC1=CC=C(C=N1)C=1N=C(NC(C1)=O)C=1C=C(CNC(C(C)C)=O)C=CC1F N-{3-[4-(6-ethoxypyridin-3-yl)-6-oxo-1,6-dihydropyrimidin-2-yl]-4-fluorobenzyl}isobutyramide